ClC=1C=C2C3=C(N(C2=C(C1)C1=CC=C(C=C1)Cl)CC(F)(F)F)C=NC=C3 6-Chloro-8-(4-chloro-phenyl)-9-(2,2,2-trifluoro-ethyl)-9H-pyrido[3,4-b]indole